2-tert-butoxycarbonyl-3,4-dihydro-1H-isoquinoline-7-carboxylic acid C(C)(C)(C)OC(=O)N1CC2=CC(=CC=C2CC1)C(=O)O